1-(4-(benzyloxy)phenyl)-3-(4-methoxyphenyl)-7-((2,2,2-trifluoroethyl)amino)pyrimido[4,5-d]pyrimidine-2,4(1H,3H)-dione C(C1=CC=CC=C1)OC1=CC=C(C=C1)N1C(N(C(C=2C1=NC(=NC2)NCC(F)(F)F)=O)C2=CC=C(C=C2)OC)=O